pregna-1,4,9(11)-triene CC[C@H]1CC[C@H]2[C@@H]3CCC4=CCC=C[C@]4(C)C3=CC[C@]12C